tert-butyl 2-((2-chloro-4-methylbenzyl) oxy)-3-iodo-5,8-dihydro-1,7-naphthyridine-7(6H)-carboxylate ClC1=C(COC2=NC=3CN(CCC3C=C2I)C(=O)OC(C)(C)C)C=CC(=C1)C